1-(14-(4-(4-amino-3-(4-phenoxyphenyl)-1H-pyrazolo[3,4-d]pyrimidin-1-yl)piperidin-1-yl)-3,6,9,12-tetraoxatetradecyl)-3-(3,5-dibromo-4-hydroxybenzylidene)-5-iodoindolin-2-one formate C(=O)O.NC1=C2C(=NC=N1)N(N=C2C2=CC=C(C=C2)OC2=CC=CC=C2)C2CCN(CC2)CCOCCOCCOCCOCCN2C(C(C1=CC(=CC=C21)I)=CC2=CC(=C(C(=C2)Br)O)Br)=O